(6R,8S)-8-methyl-6-(trifluoromethyl)-5,6,7,8-tetrahydroimidazo[1,2-a]pyridine-2-carboxylic acid C[C@@H]1C=2N(C[C@@H](C1)C(F)(F)F)C=C(N2)C(=O)O